N-[5-(7-fluoro-5-methoxy-1H-benzimidazol-2-yl)-1-[(4-methoxyphenyl)-methyl]pyrazol-3-yl]-6-[2-(hydroxymethyl)morpholin-4-yl]pyridine-3-carboxamide FC1=CC(=CC2=C1NC(=N2)C2=CC(=NN2CC2=CC=C(C=C2)OC)NC(=O)C=2C=NC(=CC2)N2CC(OCC2)CO)OC